BrC1=CC=C2C(=NN(C(C2=C1)=O)CC(=O)OC)C=C methyl 2-(7-bromo-1-oxo-4-vinylphthalazin-2(1H)-yl)acetate